tert-butyl 1-[4-[tert-butyl(dimethyl)silyl]oxy-1-hydroxy-butyl]-3-trityl-3,8-diazabicyclo[3.2.1]octane-8-carboxylate [Si](C)(C)(C(C)(C)C)OCCCC(O)C12CN(CC(CC1)N2C(=O)OC(C)(C)C)C(C2=CC=CC=C2)(C2=CC=CC=C2)C2=CC=CC=C2